BrC=1C=CC(=C(C1)C1=C(C=NN1COCC[Si](C)(C)C)C1=NN2C(N=CC=C2)=C1C(=O)N)OC(F)F (5-(5-bromo-2-(difluoromethoxy)phenyl)-1-((2-(trimethylsilyl)ethoxy)methyl)-1H-pyrazol-4-yl)pyrazolo[1,5-a]pyrimidine-3-carboxamide